2-methyl-5-(methyl((1-methylpiperidin-3-yl)methyl)amino)-N-((R)-1-(naphthalen-1-yl)ethyl)benzamide CC1=C(C(=O)N[C@H](C)C2=CC=CC3=CC=CC=C23)C=C(C=C1)N(CC1CN(CCC1)C)C